C(#N)C=1N=C(C(=C2C1NC(=C2C)C)C2=C1CCN(CC1=CC=C2)C(=O)OC(C)(C)C)C tert-Butyl 5-(7-cyano-2,3,5-trimethyl-1H-pyrrolo[2,3-c]pyridin-4-yl)-3,4-dihydroisoquinoline-2(1H)-carboxylate